C(CCCCCCCCCCC)(=O)OCCOCC(OCCO)[C@H]1OCC([C@H]1OCCO)OCCO 2-{2-[(2R,3R)-3,4-bis(2-hydroxyethoxy)oxolan-2-yl]-2-(2-hydroxyethoxy)ethoxy}ethyl dodecanoate